6-(4-(4-(3-oxo-4-(trifluoromethyl)-3,5,6,7-tetrahydro-2H-cyclopenta[c]pyridazin-7-yl)morpholine-2-carbonyl)piperazin-1-yl)nicotinonitrile O=C1C(=C2C(=NN1)C(CC2)N2CC(OCC2)C(=O)N2CCN(CC2)C2=NC=C(C#N)C=C2)C(F)(F)F